BrC1=CC=C(S1)CC(=O)NC1=CC=C(C=C1)NC1=NC(=NC(=C1)C)N1CCCC1 2-(5-bromothiophen-2-yl)-N-(4-((6-methyl-2-(pyrrolidin-1-yl)pyrimidin-4-yl)amino)phenyl)acetamide